pentaerythritol-tetrakis(3-octadecyl thiopropionate) C(CCCCCCCCCCCCCCCCC)CCC(=S)OCC(COC(CCCCCCCCCCCCCCCCCCCC)=S)(COC(CCCCCCCCCCCCCCCCCCCC)=S)COC(CCCCCCCCCCCCCCCCCCCC)=S